(S)-1-(5-chloro-3-fluoropyridin-2-yl)-4-(4-chlorobenzyl)-3-(difluoromethyl)-3-methylpiperazine-2,5-dione ClC=1C=C(C(=NC1)N1C([C@@](N(C(C1)=O)CC1=CC=C(C=C1)Cl)(C)C(F)F)=O)F